ClC1=C(C(=O)N(C)C)C=CC(=C1)C=1SC(=NN1)N1CC2(CC1)CCN(CC2)S(=O)(=O)C2=C(C=CC=C2)Cl 2-chloro-4-(5-(8-(2-chlorophenylsulfonyl)-2,8-diazaspiro[4.5]decan-2-yl)-1,3,4-thiadiazol-2-yl)-N,N-dimethylbenzamide